NC=1C2C(N=CN1)N(N=C2C2=CC=C(C=C2)OC2=CC=CC=C2)[C@H]2CN(CCC2)C(=O)N2CC(C2)C2CN(C2)C=2C=C1CN(C(C1=CC2)=O)C2C(NC(CC2)=O)=O 3-(5-(1'-((3R)-3-(4-amino-3-(4-phenoxyphenyl)-3a,7a-dihydro-1H-pyrazolo[3,4-d]pyrimidin-1-yl)piperidin-1-carbonyl)-[3,3'-biazetidin]-1-yl)-1-oxoisoindolin-2-yl)piperidine-2,6-dione